C(C(=C)C)(=O)O.N(C(=O)N)C1=NC(NC=C1)=O ureidopyrimidinone methacrylate